N1C=NC2=C1C=CC(=C2)N2C(NC[C@@H]2C2=CC=C(C=C2)N(CC)CC)=O (S)-1-(1H-benzo[d]imidazol-5-yl)-5-(4-(diethylamino)phenyl)imidazolidin-2-one